(4-(3-hydroxythietan-3-yl)phenyl)(4-(4-(trifluoromethyl)phenoxy)piperidin-1-yl)methanone OC1(CSC1)C1=CC=C(C=C1)C(=O)N1CCC(CC1)OC1=CC=C(C=C1)C(F)(F)F